C(CCCC)C(C(=O)O)=CC1=CC=CC=C1 amyl-cinnamic acid